FC(C(=O)O)(F)F.N1(N=CC=C1)[C@H](C)[C@@H]1OC[C@@H](N(C1)C1CCN(CC1)C=1NC(=NN1)N)CC1=CC=C(C=C1)Cl 5-(4-((2R,5S)-2-((R)-1-(1H-pyrazol-1-yl)ethyl)-5-(4-chlorobenzyl)morpholino)-piperidin-1-yl)-4H-1,2,4-triazol-3-amine 2,2,2-trifluoroacetate